N[C@H](C(=O)O)CCN(CC1=C(C=CC=C1)NC(C1=CC=CC=C1)=O)CC1=C(C=CC=C1)NC(C1=CC=CC=C1)=O (S)-2-amino-4-(bis(2-benzamidobenzyl)amino)butanoic acid